(S)-56-Carboxy-1,53,58-trioxo-1-(perfluorophenoxy)-57-undecyl-4,7,10,13,16,19,22,25,28,31,34,37,40,43,46,49-hexadecaoxa-52,57-diazaoctahexacontan-68-oic acid C(=O)(O)[C@H](CCC(NCCOCCOCCOCCOCCOCCOCCOCCOCCOCCOCCOCCOCCOCCOCCOCCOCCC(OC1=C(C(=C(C(=C1F)F)F)F)F)=O)=O)N(C(CCCCCCCCCC(=O)O)=O)CCCCCCCCCCC